FC(C1=NN=C(S1)C1=CN=C2N1C=C(C=C2F)S(=O)(=O)NC2(CC2)C)F 3-(5-(Difluoromethyl)-1,3,4-thiadiazol-2-yl)-8-fluoro-N-(1-methylcyclopropyl)imidazo[1,2-a]pyridine-6-sulfonamide